1-tert-butyl-4-(4,4,5,5-tetramethyl-1,3,2-dioxaborolan-2-yl)pyrazole Terpinyl-phosphate P(=O)(O)(O)O.C12(C(CCC(C1(C)C)C2)C)C21C(CCC(C2(C)C)C1)(C)C12C(CCC(C1(C)C)C2)C.C(C)(C)(C)N2N=CC(=C2)B2OC(C(O2)(C)C)(C)C